5-chloro-3-(9-hydroxynonyl)-1H-indole-2-carboxylic acid ClC=1C=C2C(=C(NC2=CC1)C(=O)O)CCCCCCCCCO